6-((1R,2R)-2-(6-(2,4-dimethoxypyrimidin-5-yl)-3-fluoroimidazo[1,2-b]pyridazin-8-yl)cyclopropyl)-1-(2,2,2-trifluoroethyl)-1H-pyrazolo[4,3-c]pyridine COC1=NC=C(C(=N1)OC)C=1C=C(C=2N(N1)C(=CN2)F)[C@H]2[C@@H](C2)C2=CC1=C(C=N2)C=NN1CC(F)(F)F